DIPHENYLGUANIDIN C1=CC=C(C=C1)N(C2=CC=CC=C2)C(=N)N